ditrimethylolpropane trimethacrylate C(C(=C)C)(=O)O.C(C(=C)C)(=O)O.C(C(=C)C)(=O)O.C(O)C(CC)(CO)CO.C(O)C(CC)(CO)CO